CC1C(N(C2CC1C2)C(=O)C2=NN(C=C2C2=CC=CC=C2)C)CN [4-methyl-2-(1-methyl-4-phenyl-1H-pyrazole-3-carbonyl)-2-azabicyclo[3.1.1]heptan-3-yl]methanamine